cyclobuten C1=CCC1